ClC=1C=C(C=CC1F)C1=NC2=C(N1)C=CC(=C2)N 2-(3-chloro-4-fluorophenyl)-1H-benzo[d]imidazol-5-amine